(1r,2s)-6'-bromo-2-chloro-2',3'-dihydro-1'H-spiro[cyclopropane-1,4'-isoquinolin]-1'-one BrC=1C=C2[C@]3(CNC(C2=CC1)=O)[C@H](C3)Cl